(R)-2-(5-methyl-6-(4-(piperidin-4-yl)pyrimidin-2-yl)-6,7,8,9-tetrahydro-5H-pyrido[3',4':4,5]Pyrrolo[2,3-c]Pyridazin-3-yl)phenol C[C@H]1N(CCC2=C1C1=C(N=NC(=C1)C1=C(C=CC=C1)O)N2)C2=NC=CC(=N2)C2CCNCC2